(2S,4R)-4-(1,1-difluoroethyl)-2-(4-fluorophenyl)-N-((S,E)-4-(methylsulfonyl)but-3-en-2-yl)piperidine-1-carboxamide FC(C)(F)[C@H]1C[C@H](N(CC1)C(=O)N[C@@H](C)\C=C\S(=O)(=O)C)C1=CC=C(C=C1)F